COC(C1CCN(CC1)C1=CC=C(C=C1)[C@H]1[C@H](CCCC2=C1C=CC(=C2)C(=O)O)C2=CC=CC=C2)OC (5R,6S)-5-(4-(4-(dimethoxymethyl)piperidin-1-yl)phenyl)-6-phenyl-6,7,8,9-tetrahydro-5H-benzo[7]annulene-2-carboxylic acid